1-Tert-butyl 4-[1-(2,6-dioxo-3-piperidyl)-7-fluoro-3-methyl-2-oxo-benzimidazol-4-yl]-3,6-dihydro-2H-pyridine-1-carboxylate O=C1NC(CCC1N1C(N(C2=C1C(=CC=C2C=2CCN(CC2)C(=O)OC(C)(C)C)F)C)=O)=O